2-(4-aminophenyl)-6-Aminobenzoxazole NC1=CC=C(C=C1)C=1OC2=C(N1)C=CC(=C2)N